NC=1C=CC(=NC1)N1N=C(C(=C1)C1=CN=C(N1C)C(=O)NC1=CC(=C(C=C1)C(=O)N1CC2CNC2C1)Cl)C(F)(F)F 5-[1-(5-amino-2-pyridyl)-3-(trifluoromethyl)pyrazol-4-yl]-N-[3-chloro-4-(3,6-diazabicyclo[3.2.0]heptane-3-carbonyl)phenyl]-1-methylimidazole-2-carboxamide